2-(8-fluoro-2-methylimidazo[1,2-a]pyridin-6-yl)-7-(piperazin-1-yl)-5H-[1,3,4]thiadiazolo[3,2-a]pyrimidin-5-one FC=1C=2N(C=C(C1)C1=NN3C(=NC(=CC3=O)N3CCNCC3)S1)C=C(N2)C